Cl.C1[C@@H]2N(CCN1)C(CC2)=O (8aR)-2,3,4,7,8,8a-hexahydro-1H-pyrrolo[1,2-a]pyrazin-6-one hydrochloride